FC1=C(C(=C(C=C1)C1CCC(CC1)CCN1N=C(C2=C1CCC2)C(=O)N2CCC(CC2)(CO)F)C)C (1-(2-(4-(4-fluoro-2,3-dimethylphenyl)cyclohexyl)ethyl)-1,4,5,6-tetrahydrocyclopenta[c]pyrazol-3-yl)(4-fluoro-4-(hydroxymethyl)piperidin-1-yl)methanone